C(C)(C)N\C(\C1=CC=CC=C1)=N\C(C)C (E)-N,N'-diisopropylbenzamidine